3-(Benzo[d]thiazol-2-yl)-2-(3-oxoazetidine-1-carboxamido)-4,7-dihydrothieno[2,3-c]pyridine-6(5H)-carboxylic acid benzyl ester C(C1=CC=CC=C1)OC(=O)N1CC2=C(CC1)C(=C(S2)NC(=O)N2CC(C2)=O)C=2SC1=C(N2)C=CC=C1